COCCOC=1C=C2C(=NC=NC2=CC1OCCOC)OC1=CC(=C(C(=C1)F)C(C(=O)NC1=CC=C(C=C1)F)=O)F 2-(4-((6,7-bis(2-methoxyethoxy)quinazolin-4-yl)oxy)-2,6-difluorophenyl)-N-(4-fluorophenyl)-2-oxoacetamide